C(CCCCCCCCCCCCC)(=O)OC[C@H](OC(CCCCCCCCCCCCC)=O)CO |r| 1,2-ditetradecanoyl-rac-glycerol